1-fluoro-4-methoxy-2-nitrobenzene FC1=C(C=C(C=C1)OC)[N+](=O)[O-]